4-fluoro-1-(3-methoxyphenethyl)-1H-pyrrolo[3,2-c]quinoline FC1=NC=2C=CC=CC2C2=C1C=CN2CCC2=CC(=CC=C2)OC